C1(CC1)C=1NC(=NN1)C1CC2(CN(C2)C(=O)N2CC(C2)C2=CC=C(C=C2)N2N=C(N=C2)C2CC2)C1 [6-(5-cyclopropyl-4H-1,2,4-triazol-3-yl)-2-azaspiro[3.3]heptan-2-yl]-[3-[4-(3-cyclopropyl-1,2,4-triazol-1-yl)phenyl]azetidin-1-yl]methanone